C1(CCCC1)N1N=C(C2=CC=C(C=C12)COC1=CC=C(C=C1)C(CC(=O)O)C)C1=C(C=CC=C1)O 3-(4-((1-cyclopentyl-3-(2-hydroxyphenyl)-1H-indazol-6-yl)methoxy)phenyl)butanoic acid